2-chloro-N-[1-[(4-chlorophenyl)methyl]cyclopropyl]-5-(3-cyclopropyl-phenoxy)pyridine-4-carboxamide ClC1=NC=C(C(=C1)C(=O)NC1(CC1)CC1=CC=C(C=C1)Cl)OC1=CC(=CC=C1)C1CC1